3,4-dihydroquinoxalin-2-one N1C(CNC2=CC=CC=C12)=O